C(#N)C1=C(C=CC(=C1)C(=O)C1=CC=C2C(=CC=CN12)C1=C(C=CC=C1O)F)NC(\C=C\CNC1CCC(CC1)OC)=O (E)-N-(2-cyano-4-(8-(2-fluoro-6-hydroxyphenyl)indolizine-3-carbonyl)phenyl)-4-(((1r,4r)-4-methoxycyclohexyl)amino)but-2-enamide